C(C=C)(=O)NC=1C=C(C=CC1)N1N=C(C(=C1)C=1C=C2CCNC(C2=CC1)=O)C(=O)N 1-(3-acrylamidophenyl)-4-(1-oxo-1,2,3,4-tetrahydroisoquinolin-6-yl)-1H-pyrazole-3-carboxamide